(R)-N,2-dimethyl-4-oxo-2,3,4,5-tetrahydro-1H-benzo[b][1,4]diazepine-7-carboxamide CNC(=O)C1=CC2=C(N[C@@H](CC(N2)=O)C)C=C1